C(CCCCCCC)C1=CC=C(C(=O)CC(C2=CC=C(C=C2)CCCCCCCC)=O)C=C1 bis(4-octyl-benzoyl)methane